2-(1-(3-chloro-4-methylphenyl)-1H-pyrazol-4-yl)-N-(5-cyclopropyl-1H-pyrazol-3-yl)propanamide ClC=1C=C(C=CC1C)N1N=CC(=C1)C(C(=O)NC1=NNC(=C1)C1CC1)C